NC1=C(C=NN1C)C1=CC=C(C=N1)C=1C=CC(=NC1)C1(CC1)C(=O)O [5-[6-(5-amino-1-methyl-pyrazol-4-yl)-3-pyridinyl]-2-pyridinyl]cyclopropanecarboxylic acid